C(C)(C)(C)OC(=O)N1CC2=CC=C(C=C2CC1)C=1C=2N(C(=C(N1)C=1C=NN(C1)C1CN(C1)CC=C)C1=C(C=C(C=C1)F)OC)N=CC2 6-[7-(4-fluoro-2-methoxy-phenyl)-6-[1-(1-prop-2-enylazetidin-3-yl)pyrazol-4-yl]pyrazolo[1,5-a]pyrazin-4-yl]-3,4-dihydro-1H-isoquinoline-2-carboxylic acid tert-butyl ester